1-Methyl-2-butylpyrrolium methansulfonat CS(=O)(=O)[O-].C[NH+]1C(=CC=C1)CCCC